N-(2-(4,4-difluoropiperidin-1-yl)-6-methylpyrimidin-4-yl)-4-((2-hydroxyethyl)sulfonamido)-2-((1R,6R)-6-methyl-3-azabicyclo[4.1.0]heptan-3-yl)benzamide FC1(CCN(CC1)C1=NC(=CC(=N1)NC(C1=C(C=C(C=C1)NS(=O)(=O)CCO)N1C[C@@H]2C[C@@]2(CC1)C)=O)C)F